3-(2-oxo-2-(7-(4-(trifluoromethyl)phenoxy)-3,4-dihydroisoquinolin-2(1H)-yl)ethyl)-pyrrolidine-2,5-dione O=C(CC1C(NC(C1)=O)=O)N1CC2=CC(=CC=C2CC1)OC1=CC=C(C=C1)C(F)(F)F